phenanthrene-2-yl-boronic acid C1=C(C=CC=2C3=CC=CC=C3C=CC12)B(O)O